3,5-diamino-1-(3-vinylbenzyl)-1H-1,2,4-triazole NC1=NN(C(=N1)N)CC1=CC(=CC=C1)C=C